ClC/C(=C/[C@@H](C(=O)O)C)/C (S,E)-5-chloro-2,4-dimethylpent-3-enoic acid